3-[5-(4-morpholin-4-ylphenylamino)-2-trifluoromethylphenylamino]-thiophene-2-carboxylic acid N1(CCOCC1)C1=CC=C(C=C1)NC=1C=CC(=C(C1)NC1=C(SC=C1)C(=O)O)C(F)(F)F